C1(=CC=C(C=C1)C(=O)OC(C)C1=CC=CC=C1)C 1-Phenylethyl p-toluate